ClC1=C(OC(C(=O)OCC(C(=O)[O-])C)C)C=C(C(=C1)F)N1C(N(C(N(C1=O)C)=S)C)=O 3-((2-(2-chloro-5-(3,5-dimethyl-2,6-dioxo-4-thioxo-1,3,5-triazin-1-yl)-4-fluorophenoxy) propionyl) oxy)-2-methylpropionate